C12(CC3CC(CC(C1)C3)C2)S(=O)(=O)N2[C@@H](CCCC2)C2=NC(=NO2)CCCC2=CC=CC=C2 5-((S)-1-((adamantan-1-yl)sulfonyl)piperidin-2-yl)-3-(3-phenylpropyl)-1,2,4-oxadiazole